ClC=1C=CC(=C(C1)C1=CC(=C(N=N1)CO)NC1=CC(=NC=N1)NC(CCN1CCN(CC1)CC1(C(OCC1)=O)C)=O)F N-(6-{[6-(5-chloro-2-fluorophenyl)-3-(hydroxymethyl)pyridazin-4-yl]amino}pyrimidin-4-yl)-3-{4-[(3-methyl-2-oxooxolan-3-yl)methyl]piperazin-1-yl}propanamide